z-[4-Chloro-3-(trifluoromethyl)phenyl]-2-[4-([1,2,4]triazolo[1,5-a]pyridin-7-yl)phenyl]acetamide ClC1=C(C=C(C=C1)C(C(=O)N)C1=CC=C(C=C1)C1=CC=2N(C=C1)N=CN2)C(F)(F)F